2-bromo-3,5,6,7-tetrahydro-s-indacen-1(2H)-one BrC1C(C2=CC=3CCCC3C=C2C1)=O